5'-methoxy-1'-methylspiro[cyclopropane-1,3'-indol]-2'(1'H)-one COC=1C=C2C3(C(N(C2=CC1)C)=O)CC3